4-[(1R,4S)-5-(3-fluorophenyl)-2,5-diazabicyclo[2.2.1]hept-2-yl]-2-(5-methylpyridin-3-yl)pyrimidine-5-carbonitrile FC=1C=C(C=CC1)N1[C@@H]2CN([C@@H](C1)C2)C2=NC(=NC=C2C#N)C=2C=NC=C(C2)C